(2R,3R)-2,3-pentanediol C[C@H]([C@@H](CC)O)O